CN1N=CC2=CC(=CC=C12)CNC(=O)C=1OC=C(N1)C1=NC(=NC=C1C)NC1=CC=NN1C N-((1-methyl-1H-indazol-5-yl)methyl)-4-(5-methyl-2-((1-methyl-1H-pyrazol-5-yl)amino)pyrimidin-4-yl)oxazole-2-carboxamide